Cl.NC(C(=O)N1CCN(CC1)C(=O)NC1=NC(N(C=C1)C1=CC=C(C=C1)CCN1CCC(CCC1)N(C)C)=O)(C)C 4-(2-Amino-2-methylpropanoyl)-N-(1-(4-(2-(4-(dimethylamino)azepan-1-yl)ethyl)phenyl)-2-oxo-1,2-dihydropyrimidin-4-yl)piperazine-1-carboxamide hydrochloride salt